C1(=CC=CC=C1)C1=CC=C2C(C(C=3C=CC=C1C32)=O)=O 5-phenylacenaphthoquinone